FC[C@H](CC)N1C=NC(=C1C=1C=CC=2N(N1)C(=CN2)C#N)C2=CC=C(C=C2)F (S)-6-(1-(1-fluorobutan-2-yl)-4-(4-fluorophenyl)-1H-imidazol-5-yl)imidazo[1,2-b]pyridazine-3-carbonitrile